6-Chloro-2-{4-[4-(2-methoxyethyl)piperazin-1-yl]phenyl}-N-(1-methylpiperidin-4-yl)-3H-imidazo[4,5-b]pyridin-7-amine ClC=1C(=C2C(=NC1)NC(=N2)C2=CC=C(C=C2)N2CCN(CC2)CCOC)NC2CCN(CC2)C